C1=CC=CC=2C3=CC=CC=C3C(C12)COC(=O)N1CCN(CCN(CCN(CC1)CC(=O)O)C(CCCC1=CC=C(C=C1)I)=O)CC(=O)O 2,2'-(4-(((9H-fluoren-9-yl)methoxy)carbonyl)-10-(4-(4-iodophenyl)butanoyl)-1,4,7,10-tetraazacyclododecane-1,7-diyl)diacetic acid